4-methyl-N-(1-methylindazol-3-yl)-2-(1-methyl-2-oxo-4-piperidyl)-3,4-dihydro-1H-isoquinoline-7-carboxamide CC1CN(CC2=CC(=CC=C12)C(=O)NC1=NN(C2=CC=CC=C12)C)C1CC(N(CC1)C)=O